(3,6-dimethyl-1,4-phenylene) ether CC=1C=C2C(=CC1O2)C